2-chloro-1,3,2-dioxaphospholane ClP1OCCO1